ClC=1C=C(C=CC1)C1=C(C(=CC=C1)C[C@@H]1N(C[C@@H]([C@@H]1NS(=O)(=O)CC)F)C(=O)C1OCC1)F N-[(2S,3R,4S)-2-[(3'-chloro-2-fluoro[1,1'-biphenyl]-3-yl)methyl]-4-fluoro-1-(oxetane-2-carbonyl)pyrrolidin-3-yl]ethanesulfonamide